tert-butyl-2-(dimethylcarbamoyl)-7,8-dihydro-4H-pyrazolo[1,5-a][1,4]diazepine-5(6H)-carboxylate C(C)(C)(C)OC(=O)N1CC=2N(CCC1)N=C(C2)C(N(C)C)=O